1-(3-amino-2-(aminomethyl)-2-methylpropyl)-3-(2-(4-ethylpiperazin-1-yl)-4-methylquinolin-6-yl)thiourea NCC(CNC(=S)NC=1C=C2C(=CC(=NC2=CC1)N1CCN(CC1)CC)C)(C)CN